FC=1C(=NN(C1C)C1=CC=C(C=C1)OC(F)(F)F)N1CC2COCC(C1)N2CCN2CCOCC2 7-[4-fluoro-5-methyl-1-[4-(trifluoromethoxy)phenyl]pyrazol-3-yl]-9-(2-morpholinoethyl)-3-oxa-7,9-diazabicyclo[3.3.1]nonane